C(C1=CC=CC=C1)N(CCC#N)[C@H](CO)CC1=CC=CC=C1 (S)-3-(benzyl-(1-hydroxy-3-phenylpropan-2-yl)amino)propionitrile